5-(((S)-1-((R)-2-hydroxy-3-oxo-3-(4-(5-(trifluoromethyl)pyrimidin-2-yl)piperazin-1-yl)propoxy)-3-(trifluoromethoxy)propan-2-yl)amino)-4-(trifluoromethyl)pyridazin-3(2H)-one O[C@H](COC[C@@H](COC(F)(F)F)NC1=C(C(NN=C1)=O)C(F)(F)F)C(N1CCN(CC1)C1=NC=C(C=N1)C(F)(F)F)=O